C(#N)C1=CC(=C(C=C1)COC1=NN(C=C1F)C1CCN(CC1)CC=1N(C2=C(N1)C=CC(=C2)C(=O)OC)C[C@H]2OCC2)F methyl 2-[[4-[3-[(4-cyano-2-fluoro-phenyl)methoxy]-4-fluoro-pyrazol-1-yl]-1-piperidyl]methyl]-3-[[(2S)-oxetan-2-yl]methyl]benzimidazole-5-carboxylate